3-(1H-imidazol-5-yl)propan-1-one N1C=NC=C1CCC=O